BrC1=C(C=C(C2=C1N(C=N2)C)C2=CC=C(C=C2)OC(F)(F)F)CBr 7-bromo-6-(bromomethyl)-1-methyl-4-(4-(trifluoromethoxy)phenyl)-1H-benzo[d]imidazole